OCC1CC(C1)N1N=C2C=C(C=CC2=C1)C(=O)OC Methyl 2-[3-(hydroxymethyl)cyclobutyl]indazole-6-carboxylate